ClC1=C(CC=2NC=C(N2)C2=CC=C(C=C2)CCCCCC)C=CC=C1 2-(2-chlorobenzyl)-4-(4-hexylphenyl)imidazole